ClC1=C(C=CC=C1Cl)N1CCN(CC1)CCC1CC(C1)NC(=O)N1CC(C1)(F)F N-(3-(2-(4-(2,3-dichlorophenyl)piperazin-1-yl)ethyl)cyclobutyl)-3,3-difluoroazetidine-1-carboxamide